N-(3,5-dichloro-4-(2,6-dioxopiperidin-3-yl)benzyl)-2-(indolin-1-yl)-2-methylpropanamide ClC=1C=C(CNC(C(C)(C)N2CCC3=CC=CC=C23)=O)C=C(C1C1C(NC(CC1)=O)=O)Cl